ClC1=CC=C(C=N1)C(C)O (6-chloropyridin-3-yl)ethan-1-ol